N-(tert-butyl)-3-((2-((2,3-dimethoxyphenyl)amino)-5-methylpyrimidin-4-yl)amino)benzenesulfonamide C(C)(C)(C)NS(=O)(=O)C1=CC(=CC=C1)NC1=NC(=NC=C1C)NC1=C(C(=CC=C1)OC)OC